C1(CC1)C(=O)NC1=CC(=C(N=N1)C(=O)NC([2H])([2H])[2H])NC1=C(C(=CC=C1)C1=NC=C(N=C1)[N+](=O)[O-])OC 6-cyclopropaneamido-4-{[2-methoxy-3-(5-nitropyrazin-2-yl)phenyl]amino}-N-(2H3)methylpyridazine-3-carboxamide